N[C@]1(C[C@@H](CCC1)CC)COC=1C=C(C=C(C1C#N)SC)C1=CN=C2N1C(=CC=C2)C#N 3-(3-(((1r,3r)-1-amino-3-ethylcyclohexyl)methoxy)-4-cyano-5-(methylthio)phenyl)imidazo[1,2-a]pyridine-5-carbonitrile